C(#C)C1=CC(N(C=2N=C(N=CC21)NC2=CC=C(C=C2)N2CCN(CC2)C)CC2=NN(C=C2)C)=O 5-ethynyl-8-((1-methyl-1H-pyrazol-3-yl)methyl)-2-((4-(4-methylpiperazin-1-yl)phenyl)amino)pyrido[2,3-d]pyrimidin-7(8H)-one